(R)-N-((E)-((1R,3r,5S)-6,6-Difluorobicyclo[3.1.0]hexan-3-yl)methylene)-2-methylpropane-2-sulfinamide FC1([C@H]2CC(C[C@@H]12)\C=N\[S@](=O)C(C)(C)C)F